4-(benzo[b]thiophen-4-yl)-1-((2,2-dimethylbutanoyloxy)methyl)-1-(4-(2-oxo-1,2-dihydroquinolin-7-yloxy)butyl)piperazin-1-ium iodide [I-].S1C2=C(C=C1)C(=CC=C2)N2CC[N+](CC2)(CCCCOC2=CC=C1C=CC(NC1=C2)=O)COC(C(CC)(C)C)=O